C(C)(=O)OCC1=C(C=C(C=C1OCC)C(C)N(C(=O)NC1(CC(C1)(F)F)C(=O)OC)CCCCC1=CC=CC=C1)OCC methyl 1-{[(1-{4-[(acetoxy) methyl]-3,5-diethoxyphenyl} ethyl) (4-phenylbutyl) carbamoyl] amino}-3,3-difluorocyclobutane-1-carboxylate